[Sb+4].FC=1C=C(C=C2CC(CC12)CNCCC1=CN(C(O1)=O)C1=NC2=C(OCC(N2)=O)N=C1)OCC(=O)N 2-[[7-fluoro-2-[[2-[2-oxo-3-(3-oxo-4H-pyrazino[2,3-b][1,4]oxazin-6-yl)-1,3-oxazol-5-yl]ethylamino]methyl]-2,3-dihydro-1H-inden-5-yl]oxy]acetamide antimony(IV)